CCN(CC)CC#N N,N-diethylaminoacetonitrile